2-(7-(((4-bromo-2-(2,6-dioxopiperidin-3-yl)-1,3-dioxoisoindolin-5-yl)methyl)amino)-1-oxoisoindolin-2-yl)-2-(5-fluoro-2-hydroxyphenyl)-N-(thiazol-2-yl)acetamide BrC1=C2C(N(C(C2=CC=C1CNC=1C=CC=C2CN(C(C12)=O)C(C(=O)NC=1SC=CN1)C1=C(C=CC(=C1)F)O)=O)C1C(NC(CC1)=O)=O)=O